BrC=1C=NC=C(C(=O)Cl)C1Cl 5-bromo-4-chloronicotinoyl chloride